N-ACETYL-L-CYSTEINE CC(=O)N[C@@H](CS)C(=O)O